1-(4-((4-amino-7-methyl-5-(4-phenoxyphenyl)-7H-pyrrolo[2,3-d]pyrimidin-6-yl)ethynyl)piperidin-1-yl)-2-methylprop-2-en-1-one NC=1C2=C(N=CN1)N(C(=C2C2=CC=C(C=C2)OC2=CC=CC=C2)C#CC2CCN(CC2)C(C(=C)C)=O)C